4-bromo-3-(N-(4-bromophenyl)sulfamoyl)-N-(3-nitrophenyl)benzamide BrC1=C(C=C(C(=O)NC2=CC(=CC=C2)[N+](=O)[O-])C=C1)S(NC1=CC=C(C=C1)Br)(=O)=O